C1(CC1)C1=CC=C(C=C1)C(C)N1N=CC2=C(C=CC(=C12)C(=O)O)C#CC 1-(1-(4-cyclopropylphenyl)ethyl)-4-(propan-1-yn-1-yl)-1H-indazole-7-carboxylic acid